CN([C@H](C(=O)N)CC=1C=C2C=NNC2=CC1)C (S)-2-(dimethylamino)-3-(1H-indazol-5-yl)propanamide